3-(4-bromophenyl)sulfinyl-5-chloro-N'-hydroxy-pyridine-2-carboxamidine BrC1=CC=C(C=C1)S(=O)C=1C(=NC=C(C1)Cl)C(=NO)N